FC=1C=C(C=CC1)N1N=C(C=C(C1=O)C(=O)NCCO)C1=CC=C(C=C1)C 2-(3-fluorophenyl)-N-(2-hydroxyethyl)-6-(4-methylphenyl)-3-oxo-2,3-dihydropyridazine-4-carboxamide